3,5-dibromo-1-(trideuteriomethyl)pyrazole BrC1=NN(C(=C1)Br)C([2H])([2H])[2H]